OC=1C=C(C(=O)NO)C=CC1O 3,4-dihydroxybenzohydroxamic acid